2-((4-bromophenoxy)methyl)-6-(((1-fluorocyclopropyl)methoxy)methyl)-1,4-dioxane BrC1=CC=C(OCC2OC(COC2)COCC2(CC2)F)C=C1